N,N'-dithiophen-2-yl-oxamide S1C(=CC=C1)NC(=O)C(=O)NC=1SC=CC1